FC1=CC2=NC=3C4=NC5=CC(=C(C=C5N=C4C4=NC5=CC(=C(C=C5N=C4C3N=C2C=C1F)F)F)F)F 2,3,8,9,14,15-hexafluoro-5,6,11,12,17,18-hexaazatrinaphthylene